C1(CC1)COC=1C(=CC(=NC1)C(=O)O)C1=CC(=C(C=C1)Cl)Cl 5-(cyclopropylmethoxy)-4-(3,4-dichlorophenyl)pyridine-2-carboxylic acid